(2S)-3-(dimethylcarbamoyl)-2-({[(9H-fluoren-9-yl)methoxy]carbonyl}(methyl)amino)propanoic acid CN(C(=O)C[C@@H](C(=O)O)N(C)C(=O)OCC1C2=CC=CC=C2C=2C=CC=CC12)C